OC=1C(C(=CN2C1C(N1[C@H](C=C[C@H]([C@H]2C1)OC)C)=O)C(=O)NCC1=C(C=C(C=C1F)F)F)=O (3S,6R,7R)-12-hydroxy-6-methoxy-3-methyl-1,11-dioxo-N-(2,4,6-trifluorobenzyl)-1,6,7,11-tetrahydro-3H-2,7-methanopyrido[1,2-a][1,4]diazonine-10-carboxamide